CIS-3-HYDROXY-DL-PROLINE O[C@H]1[C@H](NCC1)C(=O)O